(S)-3-(3-chloro-4-fluorophenyl)-1-(ethyl-d5)-1-(1-(1-oxo-1,2-dihydroisoquinolin-4-yl)ethyl)urea ClC=1C=C(C=CC1F)NC(N([C@@H](C)C1=CNC(C2=CC=CC=C12)=O)C(C([2H])([2H])[2H])([2H])[2H])=O